C(CCC)NS(=O)=O N-butyl-sulfonic acid amide